BrC=1N=NN(C1COC)C 4-bromo-5-(methoxymethyl)-1-methyl-1H-1,2,3-triazole